F[C@@H]1CN(CC[C@@H]1OC)C1=NC=CC(=N1)NC=1N=CC2=C(N=CC(=C2C1)C(C)C)N1CCC12CN(C2)C N-(2-((3R,4S)-3-fluoro-4-methoxypiperidin-1-yl)pyrimidin-4-yl)-5-isopropyl-8-(6-methyl-1,6-diazaspiro[3.3]heptan-1-yl)-2,7-naphthyridin-3-amine